6-(2-ethoxy-5-fluoro-phenyl)-2-oxo-3H-imidazo[4,5-b]Pyridine C(C)OC1=C(C=C(C=C1)F)C=1C=C2C(=NC1)NC(N2)=O